C(CCCCCCCCCCCCCCCCC)OC(CCC1=CC(=C(C(=C1)C(C)(C)C)O)C(C)(C)C)=O.P(OC1=C(C=C(C=C1)C(C)(CC)C)C(C)(CC)C)(OC1=C(C=C(C=C1)C(C)(CC)C)C(C)(CC)C)OC1=C(C=C(C=C1)C(C)(CC)C)C(C)(CC)C tris[2,4-bis(2-methylbutan-2-yl)phenyl] phosphite octadecyl-3-(3,5-di-tert-butyl-4-hydroxyphenyl)propionate